ClC=1C=C2C(C(=C(NC2=CC1OC)C)C1=CC(=C(C=C1)C1=CC=C(C=C1)F)OC(F)(F)F)=O 6-Chloro-3-(4'-fluoro-2-(trifluoromethoxy)-[1,1'-biphenyl]-4-yl)-7-methoxy-2-methylquinolin-4(1H)-one